CN1N=C2C(=CC=C(C2=C1)N1C[C@@H](CC1)NC)C(=O)NC=1N=C(C=2N(C1)C=C(N2)C)OC2=CC=CC=C2 2-methyl-N-{2-methyl-8-phenoxyimidazo[1,2-a]pyrazin-6-yl}-4-[(3R)-3-(methylamino)pyrrolidin-1-yl]indazole-7-carboxamide